O=C1NC(CCC1N1C[C@H]2CC[C@@H](C1)N2C(=O)OC(C)(C)C)=O |r| rac-(1R,5S)-tert-butyl 3-(2,6-dioxopiperidin-3-yl)-3,8-diazabicyclo-[3.2.1]octane-8-carboxylate